COC1=C(C2=CC=CC=C2C=C1)C(=O)P(C1=CC=C(C=C1)OCC)(C(=O)C1=C(C=CC2=CC=CC=C12)OC)=O bis-(2-methoxy-1-naphthoyl)-4-ethoxy-phenyl-phosphine oxide